O=C1NC(CCC1N1C(N(C2=C1C=CC=C2)C)=O)=O 1-(2,6-dioxo-3-piperidinyl)-3-methyl-2-oxo-benzoimidazole